O1C(C1)COC1=CC=CC=2NC3=CC=CC=C3C12 4-(oxiran-2-ylmethoxy)-9H-carbazole